5-Fluoro-N-(6-methyl-5-(7-(methylamino)-1,6-naphthyridin-3-yl)pyridin-3-yl)-4-(trifluoromethyl)picolinamide FC=1C(=CC(=NC1)C(=O)NC=1C=NC(=C(C1)C=1C=NC2=CC(=NC=C2C1)NC)C)C(F)(F)F